ClC=1C(=NC(=NC1)NC1CCOCC1)C1=CC=C2CN(C(C2=C1)=O)CC(=O)N[C@H](C)C(C)(C)C 2-(6-{5-chloro-2-[(oxan-4-yl)amino]pyrimidin-4-yl}-1-oxo-2,3-dihydro-1H-isoindol-2-yl)-N-[(2R)-3,3-dimethylbutan-2-yl]acetamide